(2R)-3-(tert-butoxy)-N-tert-butyl-2-{methyl[2-(pyridin-2-yl)-5H,6H,7H-cyclopenta[d]pyrimidin-4-yl]amino}propenamide C(C)(C)(C)OC=C(C(=O)NC(C)(C)C)N(C=1C2=C(N=C(N1)C1=NC=CC=C1)CCC2)C